C1(CCCCC1)S(=O)(=O)N1[C@@H](CCCC1)C=1OC(=C(N1)C(=O)O)C (S)-2-(1-(Cyclohexylsulfonyl)piperidin-2-yl)-5-methyloxazole-4-carboxylic acid